(5-amino-2-(methylsulfonyl)phenyl)-3-methylazetidin-3-ol NC=1C=CC(=C(C1)N1CC(C1)(O)C)S(=O)(=O)C